4,4'-diaminotriphenylmethane C1=CC=C(C=C1)C(C2=CC=C(C=C2)N)C3=CC=C(C=C3)N